C(C)(C)(C)OC(N(C)C=1C(=NC=CC1)NC(=S)NC(C=1C=C2C(=CN1)N(CC2)C)=N)=O tert-Butyl-(2-(3-(Imino(1-methyl-2,3-dihydro-1H-pyrrolo[2,3-c]pyridin-5-yl)methyl)thioureido)pyridin-3-yl)(methyl)carbamate